FC(C1=NN(C(=C1)C1=CC=C(C=C1)C)C1=CC=C(C(=O)O)C=C1)(F)F 4-(3-(trifluoromethyl)-5-p-tolyl-1H-pyrazol-1-yl)benzoic acid